[N+](=O)([O-])C=1C=NN2C1NC(C=C2)=O 3-nitropyrazolo[1,5-a]pyrimidin-5(4H)-one